N-((5-(5-(difluoromethyl)-1,3,4-oxadiazol-2-yl)thiazol-2-yl)methyl)-N-(5-fluorobenzo[d]oxazol-2-yl)ethanesulfonamide FC(C1=NN=C(O1)C1=CN=C(S1)CN(S(=O)(=O)CC)C=1OC2=C(N1)C=C(C=C2)F)F